CC(C(C)C)N1N=CC(=C1C)C(=O)N(C1=CN=NC=C1)C 1-(1,2-dimethylpropyl)-N,5-dimethyl-N-pyridazin-4-ylpyrazole-4-carboxamide